CN(C)CC1=C(C=CC(=N1)NC=1C=CC(=C2CNC(C12)=O)C1=CN=C2N1C=CC(=C2)F)N2C[C@@H]([C@H](CC2)F)O 7-((6-((dimethylamino)-methyl)-5-((3S,4S)-4-fluoro-3-hydroxypiperidin-1-yl)pyridin-2-yl)amino)-4-(7-fluoroimidazo[1,2-a]pyridin-3-yl)isoindolin-1-one